(M)-(7R)-4-(1,6-dimethyl-1H-indazol-7-yl)-7-methyl-2-(2-(2-propenoyl)-2,6-diazaspiro[3.4]octan-6-yl)-7,8-dihydro-5H-pyrano[4,3-b]pyridine-3-carbonitrile CN1N=CC2=CC=C(C(=C12)C1=C2C(=NC(=C1C#N)N1CC3(CN(C3)C(C=C)=O)CC1)C[C@H](OC2)C)C